[Na].C(CC)S(=O)(=S)O thiopropanesulfonic acid sodium